FC(C(=O)O)(F)F.CNC1(CC1)C1=NC(=NO1)C N-methyl-1-(3-methyl-1,2,4-oxadiazol-5-yl)cyclopropan-1-amine trifluoroacetate